C(C)OC(=O)C=1C(=NC2=CC=C(C=C2C1C)F)N1CC(C(CC1)(F)F)C 2-(4,4-difluoro-3-methylpiperidin-1-yl)-6-fluoro-4-methylquinoline-3-carboxylic acid ethyl ester